tert-butyl (R)-((6-(3,6-dihydro-2H-pyran-4-yl)pyridazin-3-yl)methyl)(1-(pyrimidin-2-yl)ethyl)carbamate O1CCC(=CC1)C1=CC=C(N=N1)CN(C(OC(C)(C)C)=O)[C@H](C)C1=NC=CC=N1